1-cyanoisoindole C(#N)C=1NC=C2C=CC=CC12